4-(3-fluorophenyl)-1-(5-(isopropylsulfanyl)-4-(4-methylcyclohex-1-en-1-yl)thiazol-2-yl)-3-methyl-1H-pyrazole-5-carboxylic acid FC=1C=C(C=CC1)C=1C(=NN(C1C(=O)O)C=1SC(=C(N1)C1=CCC(CC1)C)SC(C)C)C